NC=1C(=NC=C(N1)N1CCC(CC1)(C)N)SC=1C(=C(C=CC1)NCC=1C=C2CN(C(C2=CC1)=O)C1C(NC(CC1)=O)=O)Cl 3-(5-(((3-((3-amino-5-(4-amino-4-methylpiperidin-1-yl)pyrazin-2-yl)thio)-2-chlorophenyl)amino)methyl)-1-oxoisoindolin-2-yl)piperidine-2,6-dione